(2E)-2-hydroxyimino-2-(2-pyridyl)acetic acid methyl ester COC(/C(/C1=NC=CC=C1)=N/O)=O